C(C)(C)(C)N[Ti] tert-butylamino-titanium